hydroxyacetyl-N-(4-(1-isopropyl-1H-pyrazol-4-yl)5-fluoropyrimidin-2-yl)-1,2,3,4-tetrahydroisoquinolin-6-amine OCC(=O)C1NCCC2=CC(=CC=C12)NC1=NC=C(C(=N1)C=1C=NN(C1)C(C)C)F